BrC=1C=C(C=CC1N1C[C@@H](CC1)O)S(=O)(=O)N(C)C (R)-3-bromo-4-(3-hydroxypyrrolidin-1-yl)-N,N-dimethylbenzenesulfonamide